[Cl-].[Cl-].FC1=C(C=CC(=C1)F)P 2,4-difluorophenylphosphine dichloride